2-methyl-1-(5-nitro-6-(thiophene-3-yl)-2H-indazol-2-yl)propan-2-ol CC(CN1N=C2C=C(C(=CC2=C1)[N+](=O)[O-])C1=CSC=C1)(C)O